[3-[1,3-benzothiazol-2-yl(hexyl)hydrazonomethyl]-4-(4-methylcyclohexanecarbonyl)oxy-phenyl] 4-(6-prop-2-enoyloxyhexoxy)benzoate C(C=C)(=O)OCCCCCCOC1=CC=C(C(=O)OC2=CC(=C(C=C2)OC(=O)C2CCC(CC2)C)C(=NNCCCCCC)C=2SC3=C(N2)C=CC=C3)C=C1